(S)-7'-(3,5-difluorophenyl)-1-(4,6-dimethoxy-1,3,5-triazin-2-yl)dihydro-1'H,3'H,5'H-spiro[piperidine-4,2'-pyrazolo[1,2-a]pyrazol]-1'-one FC=1C=C(C=C(C1)F)[C@@H]1CCN2N1C(C1(C2)CCN(CC1)C1=NC(=NC(=N1)OC)OC)=O